F[C@H]1[C@@H](C[C@]2(CCC[C@@H]1N2)C)C(=C)C2=CC=C(N=N2)C2=C(C=C(C=C2)N2C=NC=C2)O 2-(6-(1-((1R,3S,4S,5S)-4-fluoro-1-methyl-9-azabicyclo[3.3.1]nonan-3-yl)vinyl)pyridazin-3-yl)-5-(1H-imidazol-1-yl)phenol